(S)-1-(2-methyl-3-(2-oxo-4-(o-tolyl)-2H-chromen-7-yl)propanoyl)piperidine-3-carboxamide CC(C(=O)N1C[C@H](CCC1)C(=O)N)CC1=CC=C2C(=CC(OC2=C1)=O)C1=C(C=CC=C1)C